C(C)O[C@H]1CC[C@H](CC1)NC=1N=CC2=C(N1)NC=C2C=2C=C(C=1N(C2)C(=CN1)CO)F (6-(2-((cis-4-ethoxycyclohexyl)amino)-7H-pyrrolo[2,3-d]pyrimidin-5-yl)-8-fluoroimidazo[1,2-a]pyridin-3-yl)methanol